(R)-1-(2-chloropyridin-3-yl)ethyl (4-(5-(1-cyanocyclopropane-1-carboxamido)pyrazin-2-yl)-1-methyl-1H-1,2,3-triazol-5-yl)carbamate C(#N)C1(CC1)C(=O)NC=1N=CC(=NC1)C=1N=NN(C1NC(O[C@H](C)C=1C(=NC=CC1)Cl)=O)C